[N+](=O)([O-])C1=C(C(=O)NNC(=O)N2[C@@H](CCC2)C(=O)NC=2C=NC=CC2)C=CC=C1 (S)-1-(2-(2-nitrobenzoyl)hydrazinecarbonyl)-N-(pyridin-3-yl)pyrrolidine-2-carboxamide